isohexanediol C(CCC(C)C)(O)O